O1N(CCC1)C1=NC=C(C=N1)C(=O)N (isoxazolidin-2-yl)pyrimidine-5-carboxamide